CN(C)CCOC=C N,N-dimethyl-2-(vinyloxy)-ethylamine